bis[(9H-fluoren-9-yl)methyl][(1R)-1-{5-[(methylamino)methyl]-1,3,4-oxadiazol-2-yl}pentane-1,5-diyl]biscarbamate C1=CC=CC=2C3=CC=CC=C3C(C12)COC(N[C@H](CCCCNC(OCC1C2=CC=CC=C2C=2C=CC=CC12)=O)C=1OC(=NN1)CNC)=O